CN(C)[N] DimethylaminoNitrogen